4-fluoro-7-(trifluoromethoxy)-2,3-dihydro-1H-isoindole FC1=C2CNCC2=C(C=C1)OC(F)(F)F